CC1=C(C(=C(C1([Hf]C=1CC=2C=CC3=C(C2C1C(C)C)C=CC=C3)C)C)C)C pentamethylcyclopentadienyl(1-isopropyl-benz[e]indenyl)hafnium